C1(CCC1)COC1CN(CCC1)C1CCN(CC1)C=1SC(=CN1)C(=O)NCC1=NC=C(C=C1F)F 2-[3-(cyclobutylmethoxy)[1,4'-bipiperidin]-1'-yl]-N-[(3,5-difluoropyridin-2-yl)methyl]-1,3-thiazole-5-carboxamide